C1=C(C=CC=2OC3=C(C21)C=CC=C3)[C@@H](C)NC3=CN=C(N(C3=O)CC(=O)NCC3=CC=2C=NC=CC2N3)C3=C(C=CC=C3)C 2-[5-[[(1R)-1-Dibenzofuran-2-ylethyl]amino]-2-(o-tolyl)-6-oxo-pyrimidin-1-yl]-N-(1H-pyrrolo[3,2-c]pyridine-2-ylmethyl)acetamid